NC=1C(=NC(=CN1)C=1C=NN(C1)C)C1=NN(C(C=C1)=O)C=1C=C(C#N)C=C(C1)OC 3-(3-(3-Amino-6-(1-methyl-1H-pyrazol-4-yl)pyrazin-2-yl)-6-oxopyridazin-1(6H)-yl)-5-methoxybenzonitril